NC=1C(=C(C(=O)O)C=C(C1)N)CCCCCCCCOC1=CC=C(C=C1)\C=C\C(C1=CC=C(C=C1)C1=CC=C(C=C1)CCCCC)=O 3,5-Diamino-2-[8-[4-[(E)-3-oxo-3-[4-(4-pentylphenyl)phenyl]prop-1-enyl]phenoxy]octyl]benzoic acid